4-((5,6-diphenyl-pyrazin-2-yl)(isopropyl)amino)1H-imidazole C1(=CC=CC=C1)C=1N=CC(=NC1C1=CC=CC=C1)N(C=1N=CNC1)C(C)C